O=C1N(CCC(N1)=O)C1=C(C=C(C(=O)N2CCN(CC2)CC2CCN(CC2)NC(OC(C)(C)C)=O)C=C1)OC tert-butyl (4-((4-(4-(2,4-dioxotetrahydropyrimidin-1(2H)-yl)-3-methoxybenzoyl)piperazin-1-yl)methyl)piperidin-1-yl)carbamate